3-Benzoyl-6-chloro-N-(3-(dimethylamino)propyl)-4-oxo-4H-chromene-2-carboxamide C(C1=CC=CC=C1)(=O)C1=C(OC2=CC=C(C=C2C1=O)Cl)C(=O)NCCCN(C)C